7-bromo-3-methyl-2H-benzofuran-3-carboxylic acid BrC1=CC=CC=2C(COC21)(C(=O)O)C